FC1=C(C=C(C=C1)C)S(=O)(=O)N 2-fluoro-5-methylbenzenesulfonamide